ClC1=CC=2C3=C(C=NC2C=C1)N=C(N3[C@@H]3C[C@@H](OCC3)C(F)F)CC3=NOC(=C3)C |r| racemic-8-chloro-1-[cis-2-(difluoromethyl)tetrahydro-2H-pyran-4-yl]-2-[(5-methyl-1,2-oxazol-3-yl)methyl]-1H-imidazo[4,5-c]quinoline